3-methoxy-1-(6-(2-methyl-2H-pyrazolo[3,4-b]pyridin-5-yl)-1-benzothiophen-2-yl)-1-propanol COCCC(O)C=1SC2=C(C1)C=CC(=C2)C2=CC=1C(N=C2)=NN(C1)C